(4-amino-3-chloro-6-(4-chloro-2-fluoro-3-methoxyphenyl)picolinoyl)glycine ethyl ester C(C)OC(CNC(C1=NC(=CC(=C1Cl)N)C1=C(C(=C(C=C1)Cl)OC)F)=O)=O